methacryloxyethyl-trimethyl-ammonium methacrylate sulfate S(=O)(=O)([O-])[O-].C(C(=C)C)(=O)[O-].C(C(=C)C)(=O)OCC[N+](C)(C)C.C(C(=C)C)(=O)OCC[N+](C)(C)C.C(C(=C)C)(=O)OCC[N+](C)(C)C